ethyl-4-oxo-1,8-naphthyridine-3-carboxylate C(C)OC(=O)C1C=NC2=NC=CC=C2C1=O